tert-butyl 3-(((N-(tert-butoxycarbonyl)sulfamoyl)(methyl)amino)methyl)azetidine-1-carboxylate C(C)(C)(C)OC(=O)NS(=O)(=O)N(C)CC1CN(C1)C(=O)OC(C)(C)C